C1(CC1)CN1CC2=NC=C(C=C2C1=O)C1=C(C=CC(=N1)C#N)C1=CN=C(O1)CC(C)(C)C 6-(6-(cyclopropylmethyl)-5-oxo-6,7-dihydro-5H-pyrrolo[3,4-b]pyridin-3-yl)-5-(2-neopentyloxazol-5-yl)picolinonitrile